O=C1NC(CCC1N1C(C2=CC=C(C(=C2C1)F)C1CCN(CC1)C(=O)OC(C)(C)C)=O)=O tert-butyl 4-[2-(2,6-dioxo-3-piperidyl)-4-fluoro-1-oxo-isoindolin-5-yl]piperidine-1-carboxylate